N-((4R,5S,7R,8R,9S,10R)-8,10-dihydroxy-7-(hydroxymethyl)-9-(4-(3,4,5-trifluorophenyl)-1H-1,2,3-triazol-1-yl)-1,6-dioxaspiro[4.5]dec-4-yl)benzo[d]isothiazole-3-carboxamide O[C@H]1[C@H](O[C@@]2([C@@H](CCO2)NC(=O)C2=NSC3=C2C=CC=C3)[C@@H]([C@H]1N1N=NC(=C1)C1=CC(=C(C(=C1)F)F)F)O)CO